(S)-6-(2-Cyclopropylthiazol-5-yl)-3-(1-hydroxypropan-2-yl)-8-(pyridin-3-yl)pyrido[3,4-d]pyrimidin-4(3H)-one C1(CC1)C=1SC(=CN1)C1=CC2=C(N=CN(C2=O)[C@H](CO)C)C(=N1)C=1C=NC=CC1